O=C1NC(CCC1N1C(N(C2=C1C=CC(=C2F)C2=CC=C(C=C2)CC(=O)NC2=CC1=CC(=C(C(=C1C=C2)F)N2S(NC(C2)=O)(=O)=O)O)C)=O)=O 2-[4-[1-(2,6-dioxo-3-piperidyl)-4-fluoro-3-methyl-2-oxo-benzimidazol-5-yl]phenyl]-N-[5-fluoro-7-hydroxy-6-(1,1,4-trioxo-1,2,5-thiadiazolidin-2-yl)-2-naphthyl]acetamide